(4,5-Dichloro-1,2-phenylene)bis(methylene) (E,E)-bis(N'-(4-fluorophenyl)carbamimidothioate) dihydrobromide Br.Br.FC1=CC=C(C=C1)\N=C(/N)\SCC1=C(C=C(C(=C1)Cl)Cl)CSC(N)=NC1=CC=C(C=C1)F